2-(bis(4-methoxybenzyl)amino)-4-(pentan-2-yloxy)pyrido[4,3-d]pyrimidin-5(6H)-one COC1=CC=C(CN(C=2N=C(C3=C(N2)C=CNC3=O)OC(C)CCC)CC3=CC=C(C=C3)OC)C=C1